(1R,10S)-6-benzyloxy-N-[(2,4-difluorophenyl)methyl]-10-methyl-5,8,13-trioxo-2,9-diazatricyclo[7.4.1.02,7]tetradeca-3,6,11-triene-4-carboxamide C(C1=CC=CC=C1)OC=1C(C(=CN2[C@H]3C(C=C[C@@H](N(C(C12)=O)C3)C)=O)C(=O)NCC3=C(C=C(C=C3)F)F)=O